N-benzyl-2,3,4,5-tetrafluoro-6-(trifluoromethoxy)benzenesulfonamide C(C1=CC=CC=C1)NS(=O)(=O)C1=C(C(=C(C(=C1OC(F)(F)F)F)F)F)F